γ-butanesultone C1CC(C)OS1(=O)=O